C(C)(C)(C)C1N=C(C2=CC=C(C=C2C1)CCC(=O)OCC)C tert-butyl-6-(3-ethoxy-3-oxopropyl)-1-methyl-3,4-dihydroisoquinoline